2-(4-trifluoromethyl-phenyl)vinylboronic acid FC(C1=CC=C(C=C1)C=CB(O)O)(F)F